CC=1C=C(C=C(C1)C)C(CC1=NC=CC=C1C)=C(C1=CC=CC=C1)C1=CC=CC=C1 2-(2-(3,5-dimethylphenyl)-3,3-diphenylallyl)-3-methylpyridine